FC1(CN(CC[C@H]1NC1=NN2C(C(=N1)OC)=C(C(=C2)F)C=2C=C(C1=C(N(C(=N1)C)CCF)C2)F)C(C([2H])([2H])[2H])=O)F (R)-1-(3,3-difluoro-4-((6-fluoro-5-(4-fluoro-1-(2-fluoroethyl)-2-methyl-1H-benzo[d]imidazol-6-yl)-4-methoxypyrrolo[2,1-f][1,2,4]triazin-2-yl)amino)piperidin-1-yl)ethan-1-one-2,2,2-d3